N5-Cyclopropyl-N3-methyl-1-((1-tosyl-1H-indol-4-yl)methyl)-1H-pyrazole-3,5-dicarboxamide C1(CC1)NC(=O)C1=CC(=NN1CC1=C2C=CN(C2=CC=C1)S(=O)(=O)C1=CC=C(C)C=C1)C(=O)NC